C1N(CCC2=CC=CC=C12)C=1C2=C(N=C(N1)NCC1CN(CCC1)C)CN(C2)C#N 4-(3,4-dihydroisoquinolin-2(1H)-yl)-2-(((1-methylpiperidin-3-yl)methyl)amino)-5,7-dihydro-6H-pyrrolo[3,4-d]pyrimidine-6-carbonitrile